(αS)-α-Ethoxy-4-[2-[2-methyl-5-[4-(methylthio)phenyl]-1H-pyrrol-1-yl]ethoxy]benzenepropanoic Acid C(C)O[C@H](C(=O)O)CC1=CC=C(C=C1)OCCN1C(=CC=C1C1=CC=C(C=C1)SC)C